FC(C(=O)O)(F)F.FC1=CC=C(C=C1)C=1C=NOC1CN(CCN)C N1-((4-(4-fluorophenyl)isoxazol-5-yl)methyl)-N1-methylethane-1,2-diamine trifluoroacetic acid salt